(S)-4-(5-chloro-2-methoxy-4-(methylsulfinyl)phenyl)-N-(5-methoxy-1,3,4-thiadiazol-2-yl)-6-methylnicotinamide ClC=1C(=CC(=C(C1)C1=CC(=NC=C1C(=O)NC=1SC(=NN1)OC)C)OC)[S@@](=O)C